C(C)(C)(C)OC(=O)[C@@H]1CC[C@H](CC1)O.[Cl-].C[NH2+]C dimethyl-ammonium chloride tert-Butyl-trans-4-hydroxycyclohexanecarboxylate